5-(bromomethyl)-5-(2-bromophenyl)-3-methylenedihydrofuran-2(3H)-one BrCC1(CC(C(O1)=O)=C)C1=C(C=CC=C1)Br